1-farnesyl-1H-1,2,3-triazole C(C=C(C)CCC=C(C)CCC=C(C)C)N1N=NC=C1